OC(CC(C(=O)[O-])=O)C(=O)[O-] 4-Hydroxy-2-Oxoglutarat